OCC1=CC(=C(OCCCC(=O)O)C=C1[N+](=O)[O-])OC 4-(4-hydroxymethyl-2-methoxy-5-nitrophenoxy)butanoic acid